1-((1-isobutyl-3-methyl-1H-pyrazol-4-yl)methyl)-1H-1,2,4-triazol C(C(C)C)N1N=C(C(=C1)CN1N=CN=C1)C